OC1=CC=C(C=C1)N1CC(C1)N(S(=O)(=O)C1=CC=C2C=CNC2=C1)C N-(1-(4-hydroxyphenyl)azetidin-3-yl)-N-methyl-1H-indole-6-sulfonamide